C(C)(C)(C)[C@@H](CCCC)C1=NC2=CC=CC=C2C(=C1[N+](=O)[O-])N [(1R)-1-tert-butylpentyl]-3-nitro-quinolin-4-amine